(S)-tert-Butyl 4-ethyl-2-methyl-3-oxo-1-oxa-4,9-diazaspiro[5.5]undecane-9-carboxylate C(C)N1C([C@@H](OC2(C1)CCN(CC2)C(=O)OC(C)(C)C)C)=O